N(CCO)(CCO)CCO.C(CCCCCCCCCCC)(=O)N[C@@H](C)C(=O)O lauroyl-alanine triethanolamine salt